ClC=1C(=NC(=NC1)NC1CCOCC1)C1=CC=C2CN(C(C2=C1)=O)[C@@H](C(=O)O)C (R)-2-(6-(5-chloro-2-((oxacyclohex-4-yl)amino)pyrimidin-4-yl)-1-oxoisoindolin-2-yl)propionic acid